(2R)-4-[(2R)-3-(3,4-dihydro-1H-isoquinolin-2-yl)-2-hydroxy-propyl]-8-[[1-(2-hydroxy-2-methyl-propyl)-4-piperidinyl]oxy]-2-methyl-2,3-dihydro-1,4-benzoxazepin-5-one C1N(CCC2=CC=CC=C12)C[C@H](CN1C[C@H](OC2=C(C1=O)C=CC(=C2)OC2CCN(CC2)CC(C)(C)O)C)O